C(C1=CC=C(C(=O)[O-])C=C1)(=O)OCCO (β-hydroxyethyl) terephthalate